(5S)-5-[(2,2-dimethylpiperidin-1-yl)carbonyl]-1-{3-fluoro-4-[5-(trifluoromethyl)-1,2,4-oxadiazol-3-yl]phenyl}pyrrolidin-2-one CC1(N(CCCC1)C(=O)[C@@H]1CCC(N1C1=CC(=C(C=C1)C1=NOC(=N1)C(F)(F)F)F)=O)C